1-heptadecanoyl-2-hexadecanoyl-glycero-3-phosphocholine C(CCCCCCCCCCCCCCCC)(=O)OCC(OC(CCCCCCCCCCCCCCC)=O)COP(=O)([O-])OCC[N+](C)(C)C